perfluoro-sulfimide FS(=NF)F